1,4-dioxane-methanol O1C(COCC1)CO